2-((1s,2s)-2-aminocyclooctyl)-3,5-dichloro-N-(thiophen-2-ylmethyl)thieno[3,2-b]pyridin-7-amine N[C@@H]1[C@H](CCCCCC1)C1=C(C2=NC(=CC(=C2S1)NCC=1SC=CC1)Cl)Cl